{3-[Chloro-3-(dimethylamino)quinoxalin-6-yl]-6-{3,8-diazabicyclo[3.2.1]octan-8-yl}-1H-pyrazolo[3,4-b]pyrazin-5-yl}methanol ClC1=NC2=CC=C(C=C2N=C1N(C)C)C1=NNC2=NC(=C(N=C21)CO)N2C1CNCC2CC1